N1C(=CC=2C=NC=CC21)C(=O)NCC2CC1(C2)CCN(CC1)C(=O)OC(C)(C)C tert-butyl 2-[(1H-pyrrolo[3,2-c]pyridine-2-carbonylamino)methyl]-7-azaspiro[3.5]nonane-7-carboxylate